C(C1CO1)OC(C)CCCCCC secondary octyl glycidyl ether